4H-imidazo[4,5-d]thiazole-2-carboxylic acid S1C(=NC2=C1N=CN2)C(=O)O